((5-aminopentyl)amino)-2-methyl-N-(5-methylthiazol-2-yl)benzamide NCCCCCNC=1C(=C(C(=O)NC=2SC(=CN2)C)C=CC1)C